ClC=1C=2C(N(C(C1C1=NC3=C(N1)C=CC(=C3)OC)=O)CC3=CC=C(C=C3)OC)=CN(N2)CC 7-chloro-2-ethyl-6-(5-methoxy-1H-benzo[d]imidazol-2-yl)-4-(4-methoxybenzyl)-2,4-dihydro-5H-pyrazolo[4,3-b]pyridin-5-one